dimethoxy-(4-methoxyphenyl)methyldibenzothiophene-5-oxide COC=1C(=C(C2=C(S(C3=C2C=CC=C3)=O)C1)CC1=CC=C(C=C1)OC)OC